4-(3-((8-methoxy-2-(pyridin-3-yl)-2,3-dihydrobenzo[b][1,4]dioxin-6-yl)methyl)-3H-imidazo[4,5-b]pyridin-6-yl)-2-methylbut-3-yn-2-amine COC1=CC(=CC2=C1OC(CO2)C=2C=NC=CC2)CN2C=NC=1C2=NC=C(C1)C#CC(C)(N)C